N-[(6-bromo-4-methoxy-1H-imidazo[4,5-c]pyridin-2-yl)(cyclooctyl)methyl]-2-methyl-pyrazole-3-carboxamide BrC1=CC2=C(C(=N1)OC)N=C(N2)C(NC(=O)C=2N(N=CC2)C)C2CCCCCCC2